1-azacycloheptane N1CCCCCC1